7-chloro-6-nitro-3,4-dihydro-1H-quinolin-2-one ClC1=C(C=C2CCC(NC2=C1)=O)[N+](=O)[O-]